((3R,7aR)-3-(((tert-butyldiphenylsilyl)oxy)methyl)tetrahydro-1H-pyrrolizin-7a(5H)-yl)methanol [Si](C1=CC=CC=C1)(C1=CC=CC=C1)(C(C)(C)C)OC[C@H]1CC[C@]2(CCCN12)CO